N1=C(C=CC=C1)C1(CC2(C3(OCCO3)CC1)CCCC2)CCN 2-(12-(pyridin-2-yl)-1,4-dioxadispiro[4.0.46.45]tetradecan-12-yl)ethan-1-amine